(S)-3-(1-(4-methoxypyridin-3-yl)pyrrolidin-3-yl)-4-methyl-N-(5-(trifluoromethyl)pyridin-3-yl)benzamide zinc bis(pentafluorophenyl)phosphate FC1=C(C(=C(C(=C1OP(=O)(OC1=C(C(=C(C(=C1F)F)F)F)F)[O-])F)F)F)F.[Zn+].COC1=C(C=NC=C1)N1C[C@@H](CC1)C=1C=C(C(=O)NC=2C=NC=C(C2)C(F)(F)F)C=CC1C